C1(CCCCC1)(C1=CC=C(N(C2=CC=C(C=C2)C)C2=CC=C(C=C2)C)C=C1)C1=CC=C(N(C2=CC=C(C=C2)C)C2=CC=C(C=C2)C)C=C1 4,4'-cyclohexylidenebis[N,N-di(p-tolyl)aniline]